CC1=CC2=C(OC3(CNS2(=O)=O)CN(C3)C(=O)OC(C)(C)C)N=C1 tert-Butyl 8'-methyl-2',3'-dihydrospiro[azetidine-3,4'-pyrido[2,3-b][1,4,5]oxathiazepine]-1-carboxylate 1',1'-dioxide